(1-(4-(tert-butyl)phenyl)-5-hydroxy-2-methyl-4-(pyrrolidin-1-ylmethyl)-1H-indol-3-yl)ethan-1-one C(C)(C)(C)C1=CC=C(C=C1)N1C(=C(C2=C(C(=CC=C12)O)CN1CCCC1)C(C)=O)C